(2r,3r,4r,5s)-3,4,5-tris(benzyloxy)-2-methyl-1-(3-(thiophen-2-yl)propyl)piperidine C(C1=CC=CC=C1)O[C@@H]1[C@H](N(C[C@@H]([C@H]1OCC1=CC=CC=C1)OCC1=CC=CC=C1)CCCC=1SC=CC1)C